C(C)(C)C1(NC(=NC(=N1)NC1=CC=CC=C1)C1=NC(=CC=C1)C(F)(F)F)N 2-isopropyl-N4-phenyl-6-(6-(trifluoromethyl)pyridin-2-yl)-1,3,5-triazine-2,4-diamine